BrC=1C=C(C(=NC1)C1=CC=C(N=N1)N1C[C@@H](CC1)N(C(OC(C)(C)C)=O)C)O tert-butyl N-[(3R)-1-[6-(5-bromo-3-hydroxy-2-pyridyl)pyridazin-3-yl]pyrrolidin-3-yl]-N-methyl-carbamate